2-{[(2R)-1,4-dioxan-2-yl]methyl}-8-methyl-4,5-dihydro-2H-furo[2,3-g]indazole-7-carboxylic acid O1[C@@H](COCC1)CN1N=C2C3=C(CCC2=C1)OC(=C3C)C(=O)O